FC(C=1C=CC=2N(N1)C(=CN2)C2=CC(=NC=N2)N2CCC1C2CN(CC1)S(=O)(=O)N)F 1-(6-(6-(Difluoromethyl)imidazo[1,2-b]pyridazin-3-yl)pyrimidin-4-yl)octahydro-6H-pyrrolo[2,3-c]pyridine-6-sulfonamide